2-(7-methylbenzo[d]isoxazol-3-yl)propan-2-amine hydrochloride Cl.CC1=CC=CC=2C(=NOC21)C(C)(C)N